3-(1-oxo-5-(1-(benzenesulfonyl)piperidin-4-yl)isoindolin-2-yl)piperidine-2,6-dione O=C1N(CC2=CC(=CC=C12)C1CCN(CC1)S(=O)(=O)C1=CC=CC=C1)C1C(NC(CC1)=O)=O